6-chloro-3-(2,5-dichloropyrimidin-4-yl)-1H-indole ClC1=CC=C2C(=CNC2=C1)C1=NC(=NC=C1Cl)Cl